indeno[2,1-c]pyridin C1=NC=CC2=C1CC=1C=CC=CC12